[Na].[Na].[Ca].[Ca].[Ca].C[Si](C=1SC=C(C1P(C1=CC=CC=C1)C1=CC=CC=C1)P(C1=CC=CC=C1)C1=CC=CC=C1)(C)C 2-trimethylsilyl-3,4-bis(diphenylphosphino)thiophene tricalcium disodium